4-chloro-3-(2-methyl-6-morpholin-4-ylpyridine-4-carbonyl)benzonitrile ClC1=C(C=C(C#N)C=C1)C(=O)C1=CC(=NC(=C1)N1CCOCC1)C